1-[2-(8-{2-[(4-azido-2-nitrophenyl)amino]ethyl}-2,3-dihydro-1,4-benzodioxin-5-yl)ethyl]-2-(hydroxymethyl)piperidine-3,4,5-triol N(=[N+]=[N-])C1=CC(=C(C=C1)NCCC1=CC=C(C2=C1OCCO2)CCN2C(C(C(C(C2)O)O)O)CO)[N+](=O)[O-]